C(=O)=C(C(=O)O)CCP(=O)(OC)OO 2-carbonyl-4-[hydroxyl-(methyl)phosphono]butanoic acid